OC=1C=CC(=C2C=CC(NC12)=O)[C@H]([C@H](CC)NC(C)C)O |o1:12,13| (+-)-(1R,2S)-rel-8-hydroxy-5-[1-hydroxy-2-(isopropylamino)butyl]-quinolin-2(1H)-one